F[C@@]1([C@H](N(C[C@H]1O)C(=O)OC(C)(C)C)C(=O)OC)CCCB1OC(C(O1)(C)C)(C)C 1-(tert-butyl) 2-methyl (2R,3R,4R)-3-fluoro-4-hydroxy-3-(3-(4,4,5,5-tetramethyl-1,3,2-dioxaborolan-2-yl)propyl)pyrrolidine-1,2-dicarboxylate